2-(3-hydroxypropyl)pyrazole-3-carboxylic acid OCCCN1N=CC=C1C(=O)O